ditrimethyloloctane tetraacrylate C(C=C)(=O)O.C(C=C)(=O)O.C(C=C)(=O)O.C(C=C)(=O)O.C(O)C(CCCCCCC)(CO)CO.C(O)C(CCCCCCC)(CO)CO